2-(3,4-dichlorophenoxy)-N-(3-{[5-(trifluoromethyl)pyrazin-2-yl]amino}bicyclo-[1.1.1]pent-1-yl)acetamide ClC=1C=C(OCC(=O)NC23CC(C2)(C3)NC3=NC=C(N=C3)C(F)(F)F)C=CC1Cl